benzylamine 2-(alpha-n-pentanoyl)benzoate C(CCCC)(=O)C1=C(C(=O)O)C=CC=C1.C(C1=CC=CC=C1)N